1,3-dimethyl-5-[[(2S)-2-methyl-4-oxo-1-piperidyl]methyl]benzimidazol-2-one CN1C(N(C2=C1C=CC(=C2)CN2[C@H](CC(CC2)=O)C)C)=O